CN(C1=CC=C(C=C1)C=CC=1OC(=CCC1)C=CC1=CC=C(C=C1)N(C)C)C 2,6-bis{2-[4-(dimethylamino)phenyl]ethenyl}-4H-pyran